O[C@@H]1CN(CC[C@@]12NCC1=CC=CC=C1C2)C(=O)C=2N=C1N(C=C(C=C1CO)C(F)(F)F)C2 ((3R,3'R)-3'-hydroxy-1,4-dihydro-1'H,2H-spiro[isoquinoline-3,4'-piperidin]-1'-yl)[8-(hydroxymethyl)-6-(trifluoromethyl)imidazo[1,2-a]pyridin-2-yl]methanone